methyl 2-(2-chloro-N-(2-((5-chloro-2-(4-chloro-1H-1,2,3-triazol-1-yl)phenyl)amino)-2-oxoethyl)acetamido)-3-(1-methyl-1H-pyrazol-3-yl)propanoate ClCC(=O)N(CC(=O)NC1=C(C=CC(=C1)Cl)N1N=NC(=C1)Cl)C(C(=O)OC)CC1=NN(C=C1)C